4-(2,5-dimethylfuran-3-carbonyl)morpholine CC=1OC(=CC1C(=O)N1CCOCC1)C